O[C@H]1[C@@H](COC1)NC(=O)C=1C(N(N=C(C1)C1=CC=C(C=C1)OC(F)(F)F)C=1C=NN(C1)C)=O N-[(trans)-4-Hydroxytetrahydrofuran-3-yl]-2-(1-methyl-1H-pyrazol-4-yl)-3-oxo-6-[4-(trifluoromethoxy)phenyl]-2,3-dihydropyridazine-4-carboxamide